BrC1=C(C2=C(CN3[C@@H](CO2)CN(CC3)C(=O)OC(C)(C)C)C=C1OC(F)F)Cl Tert-butyl (12aR)-9-bromo-10-chloro-8-(difluoromethoxy)-3,4,12,12a-tetrahydro-6H-pyrazino[2,1-c][1,4]benzoxazepine-2(1H)-carboxylate